4-(4-(tert-Butyl)phenyl)imidazo[1,2-a]quinoxaline-7-carboxylic acid C(C)(C)(C)C1=CC=C(C=C1)C=1C=2N(C3=CC=C(C=C3N1)C(=O)O)C=CN2